(2S)-2-amino-4-[5-[bis(2-chloro-1,1,2,2-tetradeuterio-ethyl)amino]-1-methyl-benzimidazol-2-yl]butanoic acid N[C@H](C(=O)O)CCC1=NC2=C(N1C)C=CC(=C2)N(C(C(Cl)([2H])[2H])([2H])[2H])C(C([2H])([2H])Cl)([2H])[2H]